FC=1C=C(CNC(=O)C=2SC(=CC2)C2=C(C(=NC3=C2C(N2CCC[C@@H]32)=O)CCC3=NC=C(C=C3)C)C=3OC(=NN3)C)C=CC1F (S)-N-(3,4-difluorobenzyl)-5-(3-(5-methyl-1,3,4-oxadiazol-2-yl)-2-(2-(5-methylpyridin-2-yl)ethyl)-5-oxo-7,8,9,9a-tetrahydro-5H-pyrido[2,3-a]pyrrolizin-4-yl)thiophene-2-carboxamide